NC1=NC(=C2C(=N1)N(N=C2)CC2=C(C=C(C=C2)N)F)C=2C=C(C=NC2)C#N 5-[6-amino-1-[(4-amino-2-fluoro-phenyl)methyl]pyrazolo[3,4-d]pyrimidin-4-yl]pyridine-3-carbonitrile